4-methoxy-5-(2-methyl-1-(piperidin-3-ylmethyl)-1H-benzoimidazol-6-yl)pyrrolo[2,1-F][1,2,4]triazine COC1=NC=NN2C1=C(C=C2)C=2C=CC1=C(N(C(=N1)C)CC1CNCCC1)C2